ClC=1C=CC2=C([C@@H](C[C@H](O2)C(=O)NC23CC(C2)(C3)N3N=CC(=C3)OCCOC(F)(F)F)O)C1 (2S,4R)-6-chloro-4-hydroxy-N-(3-{4-[2-(trifluoromethoxy)ethoxy]-1H-pyrazol-1-yl}bicyclo[1.1.1]pentan-1-yl)-3,4-dihydro-2H-1-benzopyran-2-carboxamide